12-oxo-3,6,9-trioxa-13-aza-pentadecane-15-sulfonic acid O=C(CCOCCOCCOCC)NCCS(=O)(=O)O